6-isobutoxy-pyrazolo[1,5-a]pyridine C(C(C)C)OC=1C=CC=2N(C1)N=CC2